O1CC1C(=O)N 1,1-dioxirane-3-carboxamide